6-decadienal C=CC=CCC(CCCC)=O